CC1=C(C=C(C=C1)C)C12CNCC(CC1)N2C(=O)N (2,5-dimethyl-phenyl)-3,8-diazabicyclo[3.2.1]octane-8-carboxamide